CN1CC(C1)(C)[C@@](C=1C=C(C=NC1)N1C(CC(C1)C1=NC(=CC=C1)C(C)C)=O)(C1=CC=C(C=C1)C(C)C)O 1-{5-[(R)-(1,3-Dimethyl-azetidin-3-yl)-hydroxy-(4-isopropyl-phenyl)-methyl]-pyridin-3-yl}-4-(6-isopropyl-pyridin-2-yl)-pyrrolidin-2-one